FC1=C(C(=CC=C1)F)C1(CCC1)C1=NC(=NO1)C1=NC(=CC(=N1)O[C@@H]1C[C@H](NCC1)CC#N)O[C@@H](C)[C@H]1N(C[C@@H](C1)F)C 2-[(2R,4S)-4-[(2-{5-[1-(2,6-difluorophenyl)cyclobutyl]-1,2,4-oxadiazol-3-yl}-6-[(1S)-1-[(2S,4R)-4-fluoro-1-methylpyrrolidin-2-yl]ethoxy]pyrimidin-4-yl)oxy]piperidin-2-yl]acetonitrile